O=C(/C=C/C(=O)O)CCC (E)-4-oxo-hept-2-enoic acid